ethyleneglycol bis(3-mercaptobutyrate) SC(CC(=O)OCCOC(CC(C)S)=O)C